C(C1CO1)C=1C(=C(C(=C(N=C)C1)CC1CO1)CC1CO1)CC1CO1 Tetraglycidyl-methyleneaniline